3,4-dichloro-1-(4-(4-((diethylamino)methyl)-5-(trifluoromethyl)-1H-pyrazol-1-yl)phenyl)pyridin-2(1H)-one ClC=1C(N(C=CC1Cl)C1=CC=C(C=C1)N1N=CC(=C1C(F)(F)F)CN(CC)CC)=O